CC(C)C1=C(C=C2C(=C1)[C@@H]([C@@H]3[C@@H]4[C@@]2(CCCC4(C)C)C(=O)O3)O)O The molecule is an abietane diterpenoid isolated from the stem bark of Fraxinus sieboldiana. It has a role as a plant metabolite. It is a diterpene lactone, an abietane diterpenoid and a tetracyclic diterpenoid.